COC=1C=C2C(=NC(=NC2=CC1OC)C)N[C@H](C)C1=CC(=CC=C1)C=1C=NNC1 6,7-dimethoxy-2-methyl-N-{(1R)-1-[3-(1H-pyrazol-4-yl)phenyl]ethyl}quinazolin-4-amine